(azetidin-1-yl)-4-((2-methoxyethyl)amino)quinolin-7-ol tert-butyl-3-((((benzyloxy)carbonyl)amino)methyl)-3-(2-(tert-butoxy)-2-oxoethoxy)azetidine-1-carboxylate C(C)(C)(C)C1N(CC1(OCC(=O)OC(C)(C)C)CNC(=O)OCC1=CC=CC=C1)C(=O)OC1=CC=C2C(=CC(=NC2=C1)N1CCC1)NCCOC